(rac)-5-(tert-butyl)-N-(1-(3-(thiazol-2-yl)pyrazin-2-yl)ethyl)nicotinamide C(C)(C)(C)C=1C=NC=C(C(=O)N[C@H](C)C2=NC=CN=C2C=2SC=CN2)C1 |r|